NC1(CCN(CC1)C=1N=C2C(=NC1)N=C(C=C2)SC2=C(C(=NC=C2)N)Cl)C(F)(F)F 4-((2-(4-amino-4-(trifluoromethyl)piperidin-1-yl)pyrido[2,3-b]pyrazin-6-yl)thio)-3-chloropyridin-2-amine